1,4-bis(γ-aminopropyldimethylsilyl)benzene NCCC[Si](C1=CC=C(C=C1)[Si](C)(C)CCCN)(C)C